S1C(=CC2=CN=CC=C12)C=1OC(=C(N1)N1C=CC=2C=CC=NC2C1=O)C1=CC=C(C=C1)C(F)(F)F 7-{2-(1-thia-5-aza-2-indenyl)-5-[p-(trifluoromethyl)phenyl]-1,3-oxazol-4-yl}-1,7-diaza-8(7H)-naphthalenone